2-Chloro-9-(dibenzo[b,d]thiophen-4-yl)-9H-carbazole ClC1=CC=2N(C3=CC=CC=C3C2C=C1)C1=CC=CC2=C1SC1=C2C=CC=C1